tert-butyl 5-[6-chloro-5-[[4-methyl-6-(methylamino) pyrimidin-2-yl] amino]-2,3-dihydrobenzofuran-7-yl]-2,3,4,7-tetrahydroazepine-1-carboxylate ClC1=C(C2=C(CCO2)C=C1NC1=NC(=CC(=N1)C)NC)C=1CCCN(CC1)C(=O)OC(C)(C)C